phenylarsenous acid C1(=CC=CC=C1)[AsH](O)(O)O